Ethyl bicarbonate C(OCC)(O)=O